3-(hydroxymethyl)-N,N-bis[(4-methoxyphenyl)methyl]benzenesulfonamide OCC=1C=C(C=CC1)S(=O)(=O)N(CC1=CC=C(C=C1)OC)CC1=CC=C(C=C1)OC